4-(1-Methylpiperidin-4-yl)-N-(6-(p-tolylamino)-1H-pyrazolo[3,4-b]pyridin-3-yl)benzamid CN1CCC(CC1)C1=CC=C(C(=O)NC2=NNC3=NC(=CC=C32)NC3=CC=C(C=C3)C)C=C1